ClC1=NSC(=C1Cl)C(=O)NC1=C(C=CC=C1)C#N 3,4-dichloro-N-(2-cyano-phenyl)-5-isothiazolecarboxamide